NC1=C(C(=NN1C1CCCC1)C1=CC=C(C=C1)CC(NC=1SC2=C(N1)C=CC=C2C(F)(F)F)=O)C(=O)N 5-Amino-1-cyclopentyl-3-(4-(2-oxo-2-((7-(trifluoromethyl)benzo[d]thiazol-2-yl)amino)ethyl)phenyl)-1H-pyrazole-4-carboxamide